ClC1=CC=C(CC=2C3=C(C=4N(N2)C(=NN4)CC4CCOCC4)N=CC(=C3)N3CCOCC3)C=C1 6-(4-chlorobenzyl)-8-(morpholin-4-yl)-3-(tetrahydro-2H-pyran-4-ylmethyl)pyrido[2,3-d][1,2,4]triazolo[4,3-b]pyridazine